CN([C@H]1CN(CC1)C1=C(C=C(C(=C1)OC)NC1=NC=NC(=C1)N1OCC[C@@H]1C1=CC(=CC=C1)OC)NC(C=C)=O)C N-(2-((R)-3-(dimethylamino)pyrrolidine-1-yl)-4-methoxy-5-((6-((R)-3-(3-methoxyphenyl)isoxazolidine-2-yl)pyrimidine-4-yl)amino)phenyl)acrylamide